CC1CCN(CC1)C1C[C@H]2CC[C@@H](C1)N2C(=O)OC(C)(C)C tert-butyl (1r,3r,5s)-3-(4-methylpiperidin-1-yl)-8-azabicyclo[3.2.1]octane-8-carboxylate